C(C1=CC=CC=C1)NCC=1C(=NC=CC1)CC(C)Cl N-benzyl-1-(2-(2-chloropropyl)pyridin-3-yl)methanamine